[Zn+2].CN(C[C@H](C(C)C)NC(C)=O)C (S)-N-(1-(dimethylamino)-3-methylbutan-2-yl)acetamide zinc (II)